C(C=C)C1=C(C(=C(C=C1)C=1NC(=C(N1)C)C)O)OC 2-(4-allyl-2-hydroxy-3-methoxyphenyl)-4,5-dimethylimidazole